amino-6-methoxypyridin-2-yl piperazine-1-carboxylate N1(CCNCC1)C(=O)OC1=NC(=CC=C1N)OC